NC1=C(C(=O)NC23CCC(CC2)(CC3)O)C=C(C=N1)C1=CC=C(C=C1)[C@@]13CN(C[C@H]3C1)C1CCOCC1 2-amino-N-(4-hydroxybicyclo[2.2.2]oct-1-yl)-5-(4-((1r,5s)-3-(tetrahydro-2H-pyran-4-yl)-3-azabicyclo[3.1.0]hex-1-yl)phenyl)nicotinamide